ClC=1C=C(C=C(C1F)Cl)C1(CC(=NO1)C1=CC(=C(C(=O)NCC2=CC3=C(B(OC3(C)C)O)C=C2)C=C1)C)C(F)(F)F 4-(5-(3,5-dichloro-4-fluorophenyl)-5-(trifluoromethyl)-4,5-dihydroisoxazol-3-yl)-N-((1-hydroxy-3,3-dimethyl-1,3-dihydrobenzo[c][1,2]oxaborol-5-yl)methyl)-2-methylbenzamide